N1(CCOCC1)C1=NC=C(C(=O)N)C=C1 6-morpholin-4-ylnicotinamide